N-(3-Chloro-4-fluorophenyl)-4-(5-hydroxy-5-(3-((1-hydroxypropan-2-yl)amino)-1-methyl-1H-pyrazol-5-yl)octahydropentalen-2-yl)-1-methyl-1H-imidazole-5-carboxamide ClC=1C=C(C=CC1F)NC(=O)C1=C(N=CN1C)C1CC2CC(CC2C1)(C1=CC(=NN1C)NC(CO)C)O